C(C1=CC=CC=C1)N1C=C(C2=C1NC=C(C2=O)C(=O)O)C(=O)O 1-benzyl-4-oxo-4,7-dihydro-1H-pyrrolo[2,3-b]pyridine-3,5-dicarboxylic acid